tert-butyl (2s,4s)-4-hydroxy-2-methylpiperidine-1-carboxylate O[C@@H]1C[C@@H](N(CC1)C(=O)OC(C)(C)C)C